4,4-bis(4-(trifluoromethyl)phenethyloxy)butyronitrile FC(C1=CC=C(CCOC(CCC#N)OCCC2=CC=C(C=C2)C(F)(F)F)C=C1)(F)F